ClC1=CC(=C(C=2CCCC12)N)C1CC1 7-chloro-5-cyclopropyl-2,3-dihydro-1H-inden-4-amine